ClC1=C(C(=CC=C1Cl)F)C1(CNCC1)NC1=CC(=C2C(=NN(C2=C1)C)C)F N-[3-(2,3-dichloro-6-fluorophenyl)pyrrolidin-3-yl]-4-fluoro-1,3-dimethylindazol-6-amine